3-(5-{[4-(aminomethyl)phenyl]methoxy}-1-(2-chlorobenzoyl)-1H-pyrazol-3-yl)-1-(3-hydroxypyrrolidine-1-carbonyl)-4-(trifluoromethyl)piperidine-2-carboxylic acid NCC1=CC=C(C=C1)COC1=CC(=NN1C(C1=C(C=CC=C1)Cl)=O)C1C(N(CCC1C(F)(F)F)C(=O)N1CC(CC1)O)C(=O)O